FC=1C=CC2=CC=C(C=C2C1)F 3,6-difluoronaphthalene